C(C)(C)(C)C1=CC=C(C=C1)C12CCN(CC2C1)C(=O)C1CC2(C1)NC(OC2)=O (rac)-(2s,4s)-2-(6-(4-(tert-Butyl)phenyl)-3-azabicyclo[4.1.0]heptan-3-carbonyl)-7-oxa-5-azaspiro[3.4]octan-6-on